1-(4-dodecylphenyl)-2-hydroxy-2-methylpropane-1-one C(CCCCCCCCCCC)C1=CC=C(C=C1)C(C(C)(C)O)=O